5-methyl-8-(3-(4-methyl-2-oxopyrazin-1-yl)phenyl)pyridino[2,3-d]pyrimidin-7(8H)-one CC1=CC(N(C=2N=CN=CC21)C2=CC(=CC=C2)N2C(CN(C=C2)C)=O)=O